7-(chloromethyl)-3-ethyl-8-fluoro-4-thioxo-3,4-dihydroquinazolin-2(1H)-one ClCC1=CC=C2C(N(C(NC2=C1F)=O)CC)=S